C(C)(=O)NN1C=CC2=CC=C(C=C12)C 1-(acetylamino)-6-methylindole